C1(CC1)N1C(=NC2=C1C(=C(C=C2)F)F)N2C=NC1=C2C=CC(=C1)NS(=O)(=O)C N-(1'-cyclopropyl-6',7'-difluoro-1'H-[1,2'-bibenzo[d]imidazol]-5-yl)methanesulfonamide